(4-(ethylsulfonyl)phenyl)boronic acid C(C)S(=O)(=O)C1=CC=C(C=C1)B(O)O